6-(5-(2,4-dimethylpyridin-3-yl)-1H-pyrrolo[2,3-b]pyridin-3-yl)-4-fluoro-1-isopropyl-2-methyl-1H-benzo[d]imidazole CC1=NC=CC(=C1C=1C=C2C(=NC1)NC=C2C=2C=C(C1=C(N(C(=N1)C)C(C)C)C2)F)C